C(C=C)[C@@]1(C(C2=CC=CC=C2CC1)=O)CCCC(=O)OCC ethyl (R)-4-(2-allyl-1-oxo-1,2,3,4-tetrahydronaphthalen-2-yl)butanoate